ClC1=NC(=NC=C1C(F)(F)F)NC1=C(C=C2CCN(CC2=C1)C(=O)OC(C)(C)C)OC Tert-butyl 7-[[4-chloro-5-(trifluoro methyl)pyrimidin-2-yl]amino]-6-methoxy-3,4-dihydro-1H-isoquinoline-2-carboxylate